CC1=C(C=C(C=C1)C=1NC(=CC1C(=O)N)C1=C2C(=NC=C1)NC=C2)[N+](=O)[O-] 2-(4-methyl-3-nitrophenyl)-5-(1H-pyrrolo[2,3-b]pyridin-4-yl)-1H-pyrrole-3-carboxamide